BrCC1=CC=C(C=C1)C12CCC(CC1)(CC2)NC(OCC2=CC=CC=C2)=O benzyl (4-(4-(bromomethyl)phenyl)bicyclo[2.2.2]octan-1-yl)carbamate